CC(C)(C)[Si](O[C@@H]1[C@@H](CC[C@H](C1)C(C1=CC=C(C=C1)F)=O)OC(NC)=O)(C)C [(1R,2S,4R)-2-[1,1-dimethylethyl(dimethyl)silyl]oxy-4-(4-fluorobenzoyl)cyclohexyl]-N-methyl-carbamate